CN1CC(C1)(C)[C@](C1=CC=C(C=C1)O)(C=1C=NC=C(C1)C1=NOC(=N1)C(C)(C)O)O 4-((R)-(1,3-Dimethyl-azetidin-3-yl)-hydroxy-{5-[5-(1-hydroxy-1-methyl-ethyl)-[1,2,4]oxadiazol-3-yl]-pyridin-3-yl}-methyl)-phenol